(5S)-4-(5-aminopyrimidin-2-yl)-5-methylpiperazin-2-one NC=1C=NC(=NC1)N1CC(NC[C@@H]1C)=O